N2-Ethyl-4-methyl-N5-((R)-3,3,3-trifluoro-2-(((S)-11-oxo-2,3,10,11-tetrahydro-1H,5H-benzo[d]pyrazolo[1,2-a][1,2]diazepin-10-yl)carbamoyl)propyl)thiazole-2,5-dicarboxamide C(C)NC(=O)C=1SC(=C(N1)C)C(=O)NC[C@@H](C(F)(F)F)C(N[C@H]1C2=C(CN3N(C1=O)CCC3)C=CC=C2)=O